ClC1=CC=C2C(=CC=NC2=C1)N(C(CCC(CC)CCO)C(=O)O)N 7-chloro-4-(1-carboxy-4-ethyl-(2-hydroxyethyl)-amino-1-butylamino)quinoline